N2-(1,2-dimethyl-1H-indol-3-yl)-N4-methyl-5-(trifluoromethyl)pyrimidine-2,4-diamine CN1C(=C(C2=CC=CC=C12)NC1=NC=C(C(=N1)NC)C(F)(F)F)C